N-(4-((3R,4S)-4-amino-3-methylpiperidin-1-yl)-5-(1-(difluoromethyl)-1H-pyrazol-4-yl)pyridin-2-yl)-2-(2-fluoro-6-methoxyphenyl)pyrimidin-4-amine hydrochloride Cl.N[C@@H]1[C@@H](CN(CC1)C1=CC(=NC=C1C=1C=NN(C1)C(F)F)NC1=NC(=NC=C1)C1=C(C=CC=C1OC)F)C